3-Chloro-5-(2-(4-((2-(4-(1-(piperidin-4-ylmethyl)piperidin-4-yl)piperazin-1-yl)Pyrimidin-4-yl)methoxy)phenyl)propan-2-yl)benzonitrile ClC=1C=C(C#N)C=C(C1)C(C)(C)C1=CC=C(C=C1)OCC1=NC(=NC=C1)N1CCN(CC1)C1CCN(CC1)CC1CCNCC1